3β-tert-Butyldimethylsilyloxy-25-trimethylsilyloxycholesta-5,7-diene [Si](C)(C)(C(C)(C)C)O[C@@H]1CC2=CC=C3[C@@H]4CC[C@H]([C@@H](CCCC(C)(C)O[Si](C)(C)C)C)[C@]4(CC[C@@H]3[C@]2(CC1)C)C